NCC1=CC(=C(N=N1)F)N1C(NC(CC1)=O)=O 1-(6-(Aminomethyl)-3-fluoropyridazin-4-yl)dihydropyrimidine-2,4(1H,3H)-dione